C(C=CC1=CC=CC=C1)C1=C(C(N(C1C1=CC(=C(C=C1)O)OC)C1=CC=C(C=C1)OCC)=O)O 4-cinnamyl-3-hydroxy-5-(4-hydroxy-3-methoxyphenyl)-1-(4-ethoxyphenyl)-1H-pyrrol-2(5H)-one